alpha-bromopropane BrCCC